C(C)(C)(C)ON[C@@H](C(=O)N[C@@H](C(=O)NC1=CC=C(S1)C(=O)O)C)C(C)C 5-((R)-2-((R)-2-((tert-Butoxy)amino)-3-methylbutanamido)propanamido)thiophene-2-carboxylic acid